C(C)N(C=1C2=C(N=CN1)C1=C(S2)CCCC1)/N=C/C=1C=CC2=C(COB2O)C1 N-ethyl-N-[(E)-(1-hydroxy-3H-2,1-benzoxaborol-5-yl)methyleneamino]-6,7,8,9-tetrahydrobenzothiopheno[3,2-d]pyrimidin-4-amine